FC(C1=C(C=CC(=C1)N)C1=C(C=C(N)C=C1)C(F)(F)F)(F)F 2,2'-bistrifluoromethyl-benzidine